N1=C2C(=CC=C1)N=CC=C2 pyrido[3,2-b]pyridine